N1-(4-amino-1,3-dihydrofuro[3,4-c]pyridin-7-yl)-N2-(1-(3-fluoropyridin-2-yl)ethyl)-N2-((1-methyl-1H-benzo[d][1,2,3]triazol-5-yl)methyl)oxalamide NC1=NC=C(C2=C1COC2)NC(C(=O)N(CC2=CC1=C(N(N=N1)C)C=C2)C(C)C2=NC=CC=C2F)=O